2,7-dimethyl-1,4-naphthoquinone CC=1C(C2=CC(=CC=C2C(C1)=O)C)=O